NC1C(N=NC1([N+](=O)[O-])[N+](=O)[O-])([N+](=O)[O-])[N+](=O)[O-] aminotetranitropyrazole